1-(6-chloro-2-pyridyl)-4-fluoro-N-(1-tetrahydropyran-2-ylindazol-5-yl)indazol-3-amine ClC1=CC=CC(=N1)N1N=C(C2=C(C=CC=C12)F)NC=1C=C2C=NN(C2=CC1)C1OCCCC1